O=C1NC(CCC1N1C(C2=CC=C(C=C2C1)C#CC1CCN(CC1)CC(=O)OC(C)(C)C)=O)=O tert-butyl 2-(4-((2-(2,6-dioxopiperidin-3-yl)-1-oxoisoindolin-5-yl)ethynyl)piperidin-1-yl)acetate